2,3,5,6-tetrafluoro-4'-(heptyloxy)-[1,1'-biphenyl]-4-carboxylic acid methyl ester COC(=O)C1=C(C(=C(C(=C1F)F)C1=CC=C(C=C1)OCCCCCCC)F)F